anti-azetidine-2,4-dicarboxylic acid N1C(CC1C(=O)O)C(=O)O